(4-{6-amino-5-[1-(2,6-dichloro-3-fluoro-phenyl)-ethoxy]-pyridin-3-yl}-phenyl)-[(2R)-2-pyrrolidin-1-ylmethyl-pyrrolidin-1-yl]-methanone NC1=C(C=C(C=N1)C1=CC=C(C=C1)C(=O)N1[C@H](CCC1)CN1CCCC1)OC(C)C1=C(C(=CC=C1Cl)F)Cl